COC(C(C[N+](CC#C)(C)C)=O)=O N-(3-methoxy-2,3-dioxopropyl)-N,N-dimethylprop-2-yn-1-aminium